3-(4-fluoroindolin-5-yl)-1-isopropyl-1H-pyrazolo[3,4-d]pyrimidin-4-amine FC1=C2CCNC2=CC=C1C1=NN(C2=NC=NC(=C21)N)C(C)C